C=CC (2S,3S)-1-propen